1,3,5-tris(4-t-butyl-3-hydroxy-2-methylbenzyl)-1,3,5-triazine C(C)(C)(C)C1=C(C(=C(CN2CN(CN(C2)CC2=C(C(=C(C=C2)C(C)(C)C)O)C)CC2=C(C(=C(C=C2)C(C)(C)C)O)C)C=C1)C)O